2-(2-{[5-({2-[2-(9-carbazolylcarbonyloxy)ethoxy]ethoxy} methyl)-3-pyridyl]methoxy} ethoxy)ethyl 9-carbazolecarboxylate C1=CC=CC=2C3=CC=CC=C3N(C12)C(=O)OCCOCCOCC=1C=NC=C(C1)COCCOCCOC(=O)N1C2=CC=CC=C2C=2C=CC=CC12